6-(3-isopropyl-1-methyl-1H-pyrazol-4-yl)pyridin-2-amine C(C)(C)C1=NN(C=C1C1=CC=CC(=N1)N)C